ClC=1N=C(SC1C(=O)C1=NC(=NO1)C1CCCC1)N([C@@H](C)C(=O)OCC)C1=CC=C(C=C1)F |r| rac-ethyl N-{4-chloro-5-[(3-cyclopentyl-1,2,4-oxadiazol-5-yl)carbonyl]-1,3-thiazol-2-yl}-N-(4-fluorophenyl)alaninate